O=C1NC(CCC1N1C(C2=CC(=C(C=C2C1=O)OC(C)C)C1CCN(CC1)C1CC(C1)OC1CCNCC1)=O)=O 2-(2,6-dioxo-3-piperidyl)-5-isopropoxy-6-[1-[3-(4-piperidyloxy)cyclobutyl]-4-piperidyl]isoindoline-1,3-dione